N-(5-((cis)-2,6-dimethylmorpholino)-4'-((6-(methylsulfonyl)pyridin-2-yl)amino)-[2,3'-bipyridin]-6'-yl)acetamide C[C@@H]1O[C@@H](CN(C1)C=1C=CC(=NC1)C=1C=NC(=CC1NC1=NC(=CC=C1)S(=O)(=O)C)NC(C)=O)C